2-((1-Ethyl-3,5-dimethyl-1H-pyrazol-4-yl)methylamino)-4-(2-methoxy-3-(1-methyl-1H-1,2,4-triazol-3-yl)phenylamino)pyrimidine-5-carboxamide C(C)N1N=C(C(=C1C)CNC1=NC=C(C(=N1)NC1=C(C(=CC=C1)C1=NN(C=N1)C)OC)C(=O)N)C